ClC1=NC=C(C(=C1)[C@@]1(C(NC2=CC(=CC=C12)C(F)(F)F)=O)C)OC (3R)-3-(2-chloro-5-methoxy-4-pyridinyl)-3-methyl-6-(trifluoromethyl)indolin-2-one